(4-Methoxyphenyl)-3-methyl-1,4-ditosyl-1H-pyrazole COC1=CC=C(C=C1)C1=C(C(=NN1S(=O)(=O)C1=CC=C(C)C=C1)C)S(=O)(=O)C1=CC=C(C)C=C1